(E)-N-[2-(2-bromo-5-fluorophenyl)ethyl]-3-(7-methoxy-1H-indol-3-yl)prop-2-enamide BrC1=C(C=C(C=C1)F)CCNC(\C=C\C1=CNC2=C(C=CC=C12)OC)=O